Hex-anedioic acid C(CCCCC(=O)O)(=O)O